trans-3-((Cyclopropylmethyl)amino)-8-(5,6-dihydro-[1,2,4]triazolo[1,5-a]pyrazin-7(8H)-yl)-5-(4-hydroxycyclohexyl)pyrimido[4,5-c]isoquinolin-6(5H)-one C1(CC1)CNC=1N=CC2=C(N(C(C=3C=C(C=CC23)N2CC=3N(CC2)N=CN3)=O)[C@@H]3CC[C@H](CC3)O)N1